5-[2-(5-Methoxy-quinoline-8-sulfonylamino)-5-methyl-phenylethynyl]-pyridine-2-carboxylic acid COC1=C2C=CC=NC2=C(C=C1)S(=O)(=O)NC1=C(C=C(C=C1)C)C#CC=1C=CC(=NC1)C(=O)O